CC1(CNCCC2=C1C=CC(=C2)O)C 1,1-dimethyl-2,3,4,5-tetrahydro-1H-benzo[d]azepin-7-ol